1-(6-cyclopropyl-2-(1-hydroxy-2-((triisopropylsilyl)oxy)ethyl)imidazo[1,2-a]pyridin-8-yl)-3-methyl-imidazolidine-2,4-dione C1(CC1)C=1C=C(C=2N(C1)C=C(N2)C(CO[Si](C(C)C)(C(C)C)C(C)C)O)N2C(N(C(C2)=O)C)=O